C(C)N[C@H]1[C@H](CN(CC1)C(=O)OC(C)(C)C)F tert-butyl (3S,4R)-4-(ethylamino)-3-fluoropiperidine-1-carboxylate